C(CCCCCCCCCCC)(=O)N[C@@H](CC(=O)[O-])C(=O)[O-].[Na+].[Na+] disodium N-lauroylaspartate